FC=1C=C(C(NC1)=O)[C@@H]1N(C[C@H](C1)F)C=1C=CC=2N(N1)C(=CN2)C2=NC=CC(=C2)CCO 5-fluoro-3-((2R,4S)-4-fluoro-1-(3-(4-(2-hydroxyethyl)pyridin-2-yl)imidazo[1,2-b]pyridazin-6-yl)pyrrolidin-2-yl)pyridin-2(1H)-one